ClCC(=O)C1=C(C=CC(=C1)OC)OC 2-chloro-1-(2,5-dimethoxyphenyl)ethan-1-one